C(CCCCCCC)[N+](=CCCCCCCC)[O-] N-octyl-alpha-heptylnitrone